3-methyl-3,6-diazabicyclo[3.1.1]heptan-2-one CN1C(C2NC(C1)C2)=O